C1(=CC=CC=C1)N1COC2=C(C1)C=CC=C2 3-phenyl-3,4-dihydro-2H-benzo[e][1,3]oxazine